BrC1=CC(=CN1S(=O)(=O)C1=CC=C(C)C=C1)I 5-bromo-3-iodo-1-p-toluenesulfonyl-1H-pyrrole